N[C@@H](CON1C(C2=CC=CC=C2C1=O)=O)CC1=C(C=C(C=C1)C)C |r| 2-{[(2RS)-2-amino-3-(2,4-dimethylphenyl)propyl]oxy}-1H-isoindole-1,3(2H)-dione